CC1=C(C(=CC=C1)C)C1=NC=2NS(C=3C=CC=C(C(N([C@@H](COC(=C1)N2)CC(C)C)C2CC1(C2)CCOCC1)=O)C3)(=O)=O (11R)-6-(2,6-dimethylphenyl)-11-isobutyl-12-(7-oxaspiro[3.5]nonan-2-yl)-2,2-dioxo-9-oxa-2λ6-thia-3,5,12,19-tetrazatricyclo[12.3.1.14,8]nonadeca-1(18),4(19),5,7,14,16-hexaen-13-one